N=1N2C(=C(C1)C1=NC(=C(C(=O)NC=3C=NC(=NC3)N3[C@H](CN(CC3)C(=O)OC(C)(C)C)C)C=C1)F)CCC2 tert-butyl (S)-4-(5-(6-(5,6-dihydro-4H-pyrrolo[1,2-b]pyrazol-3-yl)-2-fluoronicotinamido)pyrimidin-2-yl)-3-methylpiperazine-1-carboxylate